C1(CC1)C1=C(C=C(C(=C1)I)C)NC1=NOC2=C1C=CC=C2 N-(2-cyclopropyl-4-iodo-5-methylphenyl)-1,2-benzoxazol-3-amine